4-bromo-2-(methylsulfonyl)-N-(3-phenylbicyclo[1.1.1]pentan-1-yl)benzamide BrC1=CC(=C(C(=O)NC23CC(C2)(C3)C3=CC=CC=C3)C=C1)S(=O)(=O)C